C1(=CC=CC=C1)C1=NN2C(C=CC(=C2)NC(=O)NCC2=CC=NC=C2)=C1 N-(2-phenylpyrazolo[1,5-a]pyridin-6-yl)-N'-[(pyridin-4-yl)methyl]urea